2-((4-bromo-2-methoxyphenoxy)methyl)-1,4-dioxane BrC1=CC(=C(OCC2OCCOC2)C=C1)OC